6-bromo-2-(difluoromethyl)-8-fluoro-imidazo[1,2-a]pyridine BrC=1C=C(C=2N(C1)C=C(N2)C(F)F)F